ClC1=CC(=NC(=C1)Cl)C#CC(C)(N)C 4-(4,6-dichloro-2-pyridyl)-2-methyl-but-3-yn-2-amine